NCC1=CC=C(C=C1)NC(=O)C1=CC2=C(O[C@@H](CC3=C2SC=C3)C)C=C1C=1C(=NC(=CC1)C(NCCC)=O)C(=O)O (R)-3-(9-((4-(aminomethyl)phenyl)carbamoyl)-5-methyl-4,5-dihydrobenzo[b]thieno[2,3-d]oxepin-8-yl)-6-(propylcarbamoyl)picolinic acid